(R)-(4-chloro-3,5-difluoro-1H-indol-2-yl)(4-(4,4-difluoro-1-methylpyrrolidine-2-carbonyl)piperazin-1-yl)methanone ClC1=C2C(=C(NC2=CC=C1F)C(=O)N1CCN(CC1)C(=O)[C@@H]1N(CC(C1)(F)F)C)F